3-fluoro-5-formyl-4-hydroxy-N-(3-(pyrrolidin-1-yl)phenyl)benzamide FC=1C=C(C(=O)NC2=CC(=CC=C2)N2CCCC2)C=C(C1O)C=O